(R)-(-)-10-camphorsulfonic acid [C@@]12(C(=O)CC(CC1)C2(C)C)CS(=O)(=O)O